4-[4-(6-methylsulfonyloxy-9-nitro-1,5-dihydro-3H-2,4-benzodioxepin-3-yl)-2-thiazolyl]-1-[2-[3,5-bis(trifluoromethyl)-1H-pyrazol-1-yl]acetyl]piperidine CS(=O)(=O)OC1=CC=C(C=2COC(OCC21)C=2N=C(SC2)C2CCN(CC2)C(CN2N=C(C=C2C(F)(F)F)C(F)(F)F)=O)[N+](=O)[O-]